(Z)-7-((1R,2R,3R,5S)-3,5-dihydroxy-2-((S,E)-3-hydroxy-3-methyloct-1-en-1-yl)cyclopentyl)hept-5-enoic acid O[C@H]1[C@@H]([C@H]([C@H](C1)O)C\C=C/CCCC(=O)O)\C=C\[C@@](CCCCC)(C)O